ClC=1C=C2C(=C(N1)Cl)C(OCC2)=O 6,8-dichloro-3,4-dihydro-1H-pyrano[3,4-c]pyridin-1-one